CO[C@@]1(COCC1)C1=CC(=CC(=N1)C=1C=C(N2C=NC(=CC21)N)C2COCC2)C 5-(6-((R)-3-Methoxytetrahydrofuran-3-yl)-4-methylpyridin-2-yl)-7-(tetrahydrofuran-3-yl)pyrrolo[1,2-c]pyrimidin-3-amine